Trifluorobenzene C1=CC(=C(C(=C1)F)F)F